[Mn](=O)([O-])[O-].[Tb+3].[Mn](=O)([O-])[O-].[Mn](=O)([O-])[O-].[Tb+3] terbium manganite